C1C(CC2=CC=CC=C12)NC1=NC=C(C=N1)C=1C=C(C=CC1C)NC(=O)[C@@H]1CC2=C(NN=N2)CC1 (S)-N-(3-(2-((2,3-dihydro-1H-inden-2-yl)amino)pyrimidin-5-yl)-4-methylphenyl)-4,5,6,7-tetrahydro-1H-benzo[d][1,2,3]triazole-5-carboxamide